(S)-N-(3-Cyano-4-fluorophenyl)-8-(2,2-difluoroethoxy)-11,11-difluoro-3,4,8,9,10,11-hexahydro-1H-pyrido[4',3':3,4]pyrazolo[1,5-a]azepine-2(7H)-carboxamide C(#N)C=1C=C(C=CC1F)NC(=O)N1CC=2C(=NN3C2C(CC[C@@H](C3)OCC(F)F)(F)F)CC1